6-cyclopropoxy-N-(1-((1s,2r)-2-fluorocyclopropyl)-2-oxo-1,2-dihydropyridin-3-yl)-2-(1-methyl-2-oxabicyclo[2.1.1]hex-4-yl)-2H-pyrazolo[3,4-b]pyridine-5-carboxamide C1(CC1)OC=1C(=CC=2C(N1)=NN(C2)C21COC(C2)(C1)C)C(=O)NC=1C(N(C=CC1)[C@@H]1[C@@H](C1)F)=O